2-methylpropionic acid pentafluorophenyl ester FC1=C(C(=C(C(=C1OC(C(C)C)=O)F)F)F)F